1-(6-fluoro-2-methylpyridin-3-yl)-1H-benzo[d]imidazol-2(3H)-one FC1=CC=C(C(=N1)C)N1C(NC2=C1C=CC=C2)=O